[N].C(C=C)(=O)[V].[Fe] iron alloyl-vanadium nitrogen